N-((4-((4-([1,1'-biphenyl]-3-yl)-5-chloropyrimidin-2-yl)amino)-3-methylphenyl)sulfonyl)-N-methylacetamide C1(=CC(=CC=C1)C1=NC(=NC=C1Cl)NC1=C(C=C(C=C1)S(=O)(=O)N(C(C)=O)C)C)C1=CC=CC=C1